CC1=NOC(=C1C=1C=C2C(=NC1)N(C=C2C2=C(C=C(C(=O)O)C=C2)OCC(F)(F)F)[C@@H](C)C2=NC=CC=C2)C (S)-4-(5-(3,5-dimethylisoxazol-4-yl)-1-(1-(pyridin-2-yl)ethyl)-1H-pyrrolo[2,3-b]pyridin-3-yl)-3-(2,2,2-trifluoroethoxy)benzoic acid